O=C1OC2=C(N1)C=C(C=C2)C(=O)O 2-oxo-3H-1,3-benzoxazole-5-carboxylic acid